tert-butyl 3-amino-9-azabicyclo[3.3.1]nonane-9-carboxylate NC1CC2CCCC(C1)N2C(=O)OC(C)(C)C